4Z,7Z,10Z,13Z-Nonadecatetraenal C(C=C\C=C/C=C\C=CCCCCCCCCCC)=O